(2,5-dimethylthiophen-3-yl)boronic acid CC=1SC(=CC1B(O)O)C